(E)-2-Bromo-5-fluorobenzaldehyde oxime BrC1=C(/C=N/O)C=C(C=C1)F